(E)-2,6-difluoro-N-(2-methoxy-5-(4-(2-(4-oxopent-2-enoyl)-2,6-diazaspiro[3.4]octane-6-yl)quinazolin-6-yl)pyridin-3-yl)benzeneSulfonamide FC1=C(C(=CC=C1)F)S(=O)(=O)NC=1C(=NC=C(C1)C=1C=C2C(=NC=NC2=CC1)N1CC2(CN(C2)C(\C=C\C(C)=O)=O)CC1)OC